SC1=C(C(=O)O)C=CC=N1 sulfydryl-nicotinic acid